Ethyl 6-fluoro-2-methyl-quinoline-3-carboxylate FC=1C=C2C=C(C(=NC2=CC1)C)C(=O)OCC